1-(3-((5-chloro-2-((3-methyl-1-(1-methylpiperidin-4-yl)-1H-pyrazol-4-yl)amino)pyrimidin-4-yl)amino)propyl)-3-methyl-1,3-diazepan-2-one ClC=1C(=NC(=NC1)NC=1C(=NN(C1)C1CCN(CC1)C)C)NCCCN1C(N(CCCC1)C)=O